4-Chloro-2,3-dimethyl-5-(4,4,5,5-tetramethyl-1,3,2-dioxaborolan-2-yl)-2H-indazole ClC=1C2=C(N(N=C2C=CC1B1OC(C(O1)(C)C)(C)C)C)C